1-methyl L-aspartate hydrochloride Cl.N[C@@H](CC(=O)O)C(=O)OC